CNCCCN1C2=CC=CC=C2CCC3=CC=CC=C31 The molecule is a dibenzoazepine consisting of 10,11-dihydro-5H-dibenzo[b,f]azepine substituted on nitrogen with a 3-(methylamino)propyl group. It has a role as an adrenergic uptake inhibitor, a serotonin uptake inhibitor, a cholinergic antagonist, an alpha-adrenergic antagonist, a H1-receptor antagonist, an EC 3.1.4.12 (sphingomyelin phosphodiesterase) inhibitor, an EC 3.4.21.26 (prolyl oligopeptidase) inhibitor, an antidepressant and a drug allergen. It is a dibenzoazepine and a secondary amino compound.